CN1N=C(C=2C1=NN=C(C2)C=2C(NC(NC2)=O)=O)OC(C)C=2N(N=CC2)C 5-[1-methyl-3-[1-(2-methylpyrazol-3-yl)ethoxy]pyrazolo[3,4-c]pyridazin-5-yl]-1H-pyrimidine-2,4-dione